C(C1=CC=CC=C1)N1CCN(CC1)C1=NC=C(C=C1)C1BOOC1 1-benzyl-4-(5-(4,5-dioxaborolan-2-yl)pyridin-2-yl)piperazine